9-(((1s,4s)-4-(3,5-dimethyl-1H-pyrazol-1-yl)cyclohexyl)methyl)-2-(2-isopropylphenyl)-7-methyl-7,9-dihydro-8H-purin-8-one CC1=NN(C(=C1)C)C1CCC(CC1)CN1C2=NC(=NC=C2N(C1=O)C)C1=C(C=CC=C1)C(C)C